FC1(CC[C@H](C=2C(=CC=NC12)O)C)F (5R)-8,8-difluoro-5-methyl-5,6,7,8-tetrahydroquinolin-4-ol